NC1=NC=C(C2=C1C=NN2COCC[Si](C)(C)C)NC(C(=O)N2C(C(CCC2)C)C2=CC=CC=C2)=O N-[4-Amino-1-(2-trimethylsilylethoxymethyl)pyrazolo[4,3-c]pyridin-7-yl]-2-(3-methyl-2-phenyl-1-piperidyl)-2-oxo-acetamide